OC1CC2CCCC2C1 2-hydroxyoctahydropentalen